COCCOCCOCC=1C=C2C=C(NC2=C(C1)[N+](=O)[O-])C1=CC=CC=C1 5-[2-(2-methoxyethoxy)ethoxymethyl]-7-nitro-2-phenyl-1H-indole